6-[7-morpholino-5-(3-phenylpyrazol-1-yl)pyrazolo[1,5-a]pyrimidin-2-yl]pyridin-2-amine O1CCN(CC1)C1=CC(=NC=2N1N=C(C2)C2=CC=CC(=N2)N)N2N=C(C=C2)C2=CC=CC=C2